indium sulfide [In]=S